NC1=C(C=C(C=N1)C=1C=C2N(N1)CCC21CN(C1)C(=O)N[C@H](C)C1=CC=NC=C1)C(F)(F)F 2'-[6-amino-5-(trifluoromethyl)pyridin-3-yl]-N-[(1R)-1-(pyridin-4-yl)ethyl]-5',6'-dihydrospiro[azetidine-3,4'-pyrrolo[1,2-b]pyrazole]-1-carboxamide